C(N)(=O)C=1C=C(C=CC1F)NC(=O)[C@H]1O[C@]([C@H]([C@H]1C1=C(C=C(C=C1)F)OC(F)F)C)(C(F)(F)F)C (2S,3S,4S,5R)-N-(3-Carbamoyl-4-fluoro-phenyl)-3-[2-(difluoromethoxy)-4-fluoro-phenyl]-4,5-dimethyl-5-(trifluoromethyl)tetrahydrofuran-2-carboxamid